ethyl 2-(6-bromo-4,7-dichloro-2H-indazol-2-yl)-2-(6,7-dihydro-5H-pyrrolo[1,2-c]imidazol-1-yl)acetate BrC=1C=C(C2=CN(N=C2C1Cl)C(C(=O)OCC)C1=C2N(C=N1)CCC2)Cl